(1s,4s)-4-(8-(2,5-difluorophenylamino)-2-(tetrahydro-2H-pyran-4-ylamino)-9H-purin-9-yl)cyclohexanecarboxamide FC1=C(C=C(C=C1)F)NC=1N(C2=NC(=NC=C2N1)NC1CCOCC1)C1CCC(CC1)C(=O)N